2-(4-(4-(2-bromothiazole-4-carbonyl)piperazine-1-carbonyl)phenyl)-1H-benzo[d]imidazole-4-carboxamide BrC=1SC=C(N1)C(=O)N1CCN(CC1)C(=O)C1=CC=C(C=C1)C1=NC2=C(N1)C=CC=C2C(=O)N